(1S,2S)-2-fluoro-N-[2-(2-methoxyphenyl)-1-methylpyrrolo[3,2-c]pyridin-6-yl]cyclopropane-1-carboxamide F[C@@H]1[C@@H](C1)C(=O)NC1=CC2=C(C=N1)C=C(N2C)C2=C(C=CC=C2)OC